C1(=CC=CC=C1)C=CC(C)NCC1=C(C=CC=C1)O 2-(((4-phenylbut-3-en-2-yl)amino)methyl)phenol